FC(C=O)=CC=1N=NC=CC1 2-fluoro-3-(pyridazin-3-yl)prop-2-en-1-one